SC1=C(C(=CC(=C1)S)S)S 1,2,3,5-Tetramercapto-benzol